OC([C@H](C[C@H]1C(NCC1)=O)NC([C@H](CC(C)C)NC(=O)OC([2H])([2H])C12CCC(CC1)(CC2)CCCCC)=O)S(=O)(=O)[O-].[Na+] Sodium (2S)-1-hydroxy-2-((S)-4-methyl-2-((((4-pentylbicyclo[2.2.2]octan-1-yl)methoxy-d2)carbonyl)amino)pentanamido)-3-((S)-2-oxopyrrolidin-3-yl)propane-1-sulfonate